(dimethylamino)germanium(II) CN(C)[Ge+]